{1-[5-(7-Ethoxyquinazolin-5-yl)pyridin-2-yl]-4-methylpiperidin-4-yl}carbamic acid tert-butyl ester C(C)(C)(C)OC(NC1(CCN(CC1)C1=NC=C(C=C1)C1=C2C=NC=NC2=CC(=C1)OCC)C)=O